ClC1=C(C(=O)OC)C=CC(=C1)C(=O)OC dimethyl 2-chloroterephthalate